6-Chloro-3-[(1R)-1-[2-(2-ethyl-1,3-benzoxazol-6-yl)-3,6-dimethyl-4-oxo-chromen-8-yl]ethoxy]pyridine-2-carboxamide ClC1=CC=C(C(=N1)C(=O)N)O[C@H](C)C=1C=C(C=C2C(C(=C(OC12)C1=CC2=C(N=C(O2)CC)C=C1)C)=O)C